C(CCC)C=1C=C(C=C(C1O)CCCC)C(C(=O)OC1=CC=CC=C1)C phenol (3,5-dibutyl-4-hydroxy-phenylpropionate)